3-bromo-2-(cyclopropoxy)pyridine BrC=1C(=NC=CC1)OC1CC1